[Ni+2].C1(=CC=CC=C1)C(CC(C)=O)=O.C1(=CC=CC=C1)C(CC(C)=O)=O bis(1-phenyl-1,3-butanedione) nickel (II)